N-(1-(3-chloro-phenyl)-2-hydroxyethyl)-1-(5-methyl-2-((tetrahydrofuran-3-yl)amino)pyridin-4-yl)-1H-pyrrole-3-carboxamide ClC=1C=C(C=CC1)C(CO)NC(=O)C1=CN(C=C1)C1=CC(=NC=C1C)NC1COCC1